2-amino-3,4-dimethyl-imidazo[4,5-f]-quinoxaline NC=1N(C=2C(=C3N=CC=NC3=CC2C)N1)C